ClC1=C(C(=O)N[C@@H](CCOC2CC(C2)CCC2=NC=3NCCCC3C=C2)C(=O)O)C(=CC=C1)F N-(2-chloro-6-fluorobenzoyl)-O-((1R,3R)-3-(2-(5,6,7,8-tetrahydro-1,8-naphthyridin-2-yl)ethyl)cyclobutyl)-L-homoserine